N=1N=C(N2C1CN(CC2)C(=O)OC(C)(C)C)C(=O)OCC 7-tert-butyl 3-ethyl 5,6-dihydro-[1,2,4]triazolo[4,3-a]pyrazine-3,7(8H)-dicarboxylate